ClC=1C=2C(N=C3N(C2C=CC1)C1=CC(=CC=C1C3(C)C)C3CCC(CC3)CO)=O 4-chloro-10-(4-(hydroxymethyl)cyclohexyl)-7,7-dimethylindolo[1,2-a]quinazolin-5(7H)-one